C1(CC1)[Bi](O[Bi](C1CC1)C1CC1)C1CC1 dicyclopropylbismuthanyloxy(dicyclopropyl)bismuthane